ClC1=NC=CC=C1C(=O)[O-] 2-chloropyridine-3-carboxylate